ClC1=CC=C(C(=N1)C(=O)OC(C)(C)C)N[C@H](C)C=1C=C(C=C2C(C(=C(OC12)C=1C=NN(C1)C)C)=O)C tert-Butyl 6-chloro-3-[[(1R)-1-[3,6-dimethyl-2-(1-methylpyrazol-4-yl)-4-oxo-chromen-8-yl]ethyl]amino]pyridine-2-carboxylate